methyl-1,2,4,5-tetrazin CC=1N=NC=NN1